(R)-3-(3,5-difluorophenyl)-N-(1-(3-(2,2,2-trifluoroethoxy)phenyl)cyclopropyl)-butanamide FC=1C=C(C=C(C1)F)[C@@H](CC(=O)NC1(CC1)C1=CC(=CC=C1)OCC(F)(F)F)C